FC1=C(C(=C(C(=C1[B-](C1=C(C(=C(C(=C1F)F)F)F)F)(C1=C(C(=C(C(=C1F)F)F)F)F)C1=C(C(=C(C(=C1F)F)F)F)F)F)F)F)F.CC(C)C1=CC=C(C=C1)[I+]C1=CC=C(C=C1)C 4-(1-methylethyl)phenyl-4-methylphenyl-iodonium tetrakis(pentafluorophenyl)borate